(S)-N-(1-(pyrazin-2-yl)ethyl)-5-(4-(trifluoromethyl)phenyl)-2-naphthamide N1=C(C=NC=C1)[C@H](C)NC(=O)C1=CC2=CC=CC(=C2C=C1)C1=CC=C(C=C1)C(F)(F)F